FC1=C(C(=O)N2CCC(CC2)=O)C=CN=C1C(F)(F)F 1-(3-fluoro-2-(trifluoromethyl)isonicotinoyl)piperidin-4-one